magnesium bismuth sulfide [Bi]=S.[Mg]